5,6-dichloro-1-methyl-2-(4-nitrophenyl)-1H-benzo[d]imidazole ClC1=CC2=C(N(C(=N2)C2=CC=C(C=C2)[N+](=O)[O-])C)C=C1Cl